Tert-butyl 7-(3,3-difluoropiperidin-4-yl)-2,7-diazaspiro[3.5]nonane-2-carboxylate FC1(CNCCC1N1CCC2(CN(C2)C(=O)OC(C)(C)C)CC1)F